5-bromo-2',6'-dimethyl-[1,1'-biphenyl]-3-carbaldehyde BrC=1C=C(C=C(C1)C1=C(C=CC=C1C)C)C=O